N-(ethylcarbamothioyl)-2-(3-fluorophenyl)-2-(4-(trifluoromethyl)pyridin-2-yl)acetamide C(C)NC(=S)NC(C(C1=NC=CC(=C1)C(F)(F)F)C1=CC(=CC=C1)F)=O